ClC1=CC=2C(=NCC3=NC(=CN3C2C=C1)C=O)C1=C(C=CC=C1)F 12-Chloro-9-(2-fluorophenyl)-2,5,8-triazatricyclo[8.4.0.02,6]tetradeca-1(10),3,5,8,11,13-hexaene-4-carbaldehyde